1-[(3R,5aS,6R,8aS,9R,10R,12R,12aR)-3,6,9-trimethyldecahydro-12H-3,12-epoxypyrano[4,3-j][1,2]benzodioxepin-10-yl]methanamine C[C@@]12OO[C@]34[C@@H](CC1)[C@@H](CC[C@H]3[C@H]([C@@H](O[C@@H]4O2)CN)C)C